[Si](C)(C)(C(C)(C)C)OCCCCN1CCC2(CCN(CC2)C(COC(C(CCCCCCCC)CCCCCC)=O)CO)CC1.C(C)(C)[C@H]1[C@@H](C[C@@H](CC1)C)OC=C(C)C1=CC=CC=C1 (1-(((1R,2S,5R)-2-isopropyl-5-methylcyclohexyl)oxy)prop-1-en-2-yl)benzene 2-(9-(4-((tert-butyldimethylsilyl)oxy)butyl)-3,9-diazaspiro[5.5]undecan-3-yl)-3-hydroxypropyl-2-hexyldecanoate